[N+](=[N-])=CC(CC[C@@H](C(=O)OC(C)C)NC([C@H](CC)OCC)=O)=O isopropyl (S)-6-diazo-2-((S)-2-ethoxybutanamido)-5-oxohexanoate